2,4-difluoro-6-(4-(1-methyl-2-(pyrrolidin-1-ylmethyl)-1H-imidazol-5-yl)phenoxy)benzaldehyde FC1=C(C=O)C(=CC(=C1)F)OC1=CC=C(C=C1)C1=CN=C(N1C)CN1CCCC1